C(CCCC)/C(/C=O)=C/C1=CC=CC=C1 (Z)-alpha-amyl-cinnamaldehyde